4-(chloromethyl)-N-(3-((1s,3s)-3-(cyanomethyl)-1-(4-methyl-4H-1,2,4-triazol-3-yl)cyclobutyl)phenyl)-7,7-dimethyl-6,7-dihydro-5H-cyclopenta[b]pyridine-2-carboxamide ClCC1=C2C(=NC(=C1)C(=O)NC1=CC(=CC=C1)C1(CC(C1)CC#N)C1=NN=CN1C)C(CC2)(C)C